2,6-dichloro-nicotinonitrile ClC1=C(C#N)C=CC(=N1)Cl